3-methyl-3-(methylsulfonyl)-1-butyne CC(C#C)(C)S(=O)(=O)C